[4-(5-methyloxazolo[4,5-b]pyridin-2-yl)piperazin-1-yl]-[4-[1-[1-(trifluoromethyl)cyclopropyl]triazol-4-yl]phenyl]methanone CC1=CC=C2C(=N1)N=C(O2)N2CCN(CC2)C(=O)C2=CC=C(C=C2)C=2N=NN(C2)C2(CC2)C(F)(F)F